C(CCC(=O)OC1CC(N(C(C1)(C)C)OCCCCCCCC)(C)C)(=O)OC1CC(N(C(C1)(C)C)OCCCCCCCC)(C)C bis(1-octyl oxy-2,2,6,6-tetramethyl piperid-4-yl) succinate